NC1=NC=CC(=N1)C1=C(C=2C(NCC3(C2N1)CCN(CC3)C(C=C)=O)=O)NC3=C(C(=CC=C3)Cl)OC 2'-(2-aminopyrimidin-4-yl)-3'-[(3-chloro-2-methoxyphenyl)amino]-1-(prop-2-enoyl)-5',6'-dihydro-1'H-spiro[piperidine-4,7'-pyrrolo[3,2-c]pyridin]-4'-one